2-[5-Chloro-2-[[5-(6-ethyl-2,6-diazaspiro[3.3]heptan-2-yl)pyridin-2-yl]amino]pyrimidin-4-yl]-3,5-dimethylspiro[6H-thieno[3,2-c]pyridine-7,1'-cyclopropane]-4-one ClC=1C(=NC(=NC1)NC1=NC=C(C=C1)N1CC2(C1)CN(C2)CC)C2=C(C=1C(N(CC3(CC3)C1S2)C)=O)C